N-(tert-butyl)-8-(2-fluorobenzyl)-4-(furan-2-yl)pyrazolo[1,5-a][1,3,5]triazin-2-amine C(C)(C)(C)NC1=NC=2N(C(=N1)C=1OC=CC1)N=CC2CC2=C(C=CC=C2)F